5-(2-(tert-butylamino)-2-oxoacetyl)-N-(3-cyclopropyl-4-fluorophenyl)-1,2,4-trimethyl-1H-pyrrole-3-carboxamide C(C)(C)(C)NC(C(=O)C1=C(C(=C(N1C)C)C(=O)NC1=CC(=C(C=C1)F)C1CC1)C)=O